C(#C)C1=C2C(=CC(=CC2=CC=C1F)O)C1=C(C=2N=C(N=C(C2C(=N1)OC)N1CCOCCC1)OC[C@]12[C@H](N(CCC1)C([2H])([2H])[2H])CCC2)F 5-ethynyl-6-fluoro-4-(8-fluoro-5-methoxy-2-(((4as,7ar)-1-(methyl-d3)octahydro-4aH-cyclopenta[b]pyridin-4a-yl)methoxy)-4-(1,4-oxazepan-4-yl)pyrido[4,3-d]pyrimidin-7-yl)naphthalen-2-ol